C1(CCCC1)OC1=CC=C(C=O)C=C1 4-(cyclopentyloxy)benzaldehyde